C(C)(C)(CC)O[Si](OC(C)=O)(OC(C)=O)OC(C)(C)CC di-t-pentoxy-diacetoxysilane